OC=1C=C(C=CC1O)/C=C/C(=O)C1=C(C=CC(=C1)OCCN1CCCC1)O (E)-3-(3,4-dihydroxyphenyl)-1-(2-hydroxy-5-(2-(pyrrolidin-1-yl)ethoxy)phenyl)prop-2-en-1-one